3,4-ethylendioxyselenophen C1OC2=C[Se]C=C2OC1